FC(C1=NC(=C(C2=C1CN(C2)C(CC2CN(C2)C=2C=NC=CC2)=O)C)C)F 1-[4-(difluoromethyl)-6,7-dimethyl-1,3-dihydro-2H-pyrrolo[3,4-c]pyridin-2-yl]-2-[1-(pyridin-3-yl)azetidin-3-yl]ethanone